5,5-dimethyl-thiazolidine-4-carboxylic acid CC1(C(NCS1)C(=O)O)C